monopalmityl glyceryl ether C(C(O)CO)OCCCCCCCCCCCCCCCC